4,5-difluoro-1-tosyl-1H-indole-7-carbaldehyde FC1=C2C=CN(C2=C(C=C1F)C=O)S(=O)(=O)C1=CC=C(C)C=C1